[OH-].C1(CCCCC1)[P+](C1CCCCC1)(C1CCCCC1)C1CCCCC1 tetra-cyclohexyl-phosphonium hydroxide